CC1=CC(=NN1CC=O)C(F)(F)F 2-(5-methyl-3-trifluoromethyl-1H-pyrazol-1-yl)ethane-1-one